BrC=1C=C2C(C(N(C2=CC1)C1=CC=CC=C1)=O)=O 5-bromo-1-phenyl-1H-indole-2,3-dione